1-acryloyl-4-(((6-amino-5-(4-(3-(trifluoromethyl)phenoxy)phenyl)pyrimidin-4-yl)amino)methyl)piperidine-4-carboxylic acid C(C=C)(=O)N1CCC(CC1)(C(=O)O)CNC1=NC=NC(=C1C1=CC=C(C=C1)OC1=CC(=CC=C1)C(F)(F)F)N